ClC=1C=2N(C(=NC1N)C1=CC=CC=C1)N=C(N2)C(F)F 8-chloro-2-(difluoromethyl)-5-phenyl-[1,2,4]triazolo[1,5-c]pyrimidin-7-amine